(R)-3-[2-[3-(3-Amino-1H-indazol-5-yl)phenyl]ethynyl]-3-hydroxy-1-methyl-pyrrolidin-2-one NC1=NNC2=CC=C(C=C12)C=1C=C(C=CC1)C#C[C@]1(C(N(CC1)C)=O)O